P(=O)(O)(O)OCC(=O)[C@H](O)[C@H](O)COP(=O)(O)O D-ribulose 1,5-diphosphate